C(C)(C)C1[C@@H](C[C@@H](CC1)C)[C@@H](C(=O)[O-])Br (1R,2S,5R)-2-isopropyl-5-methylcyclohexyl-2-bromoacetate